1-methyl-7-[4-(4-methylpiperazin-1-yl)anilino]-3-[8-(trifluoromethyl)-1,2,3,4-tetrahydroquinolin-4-yl]-4H-pyrimido[4,5-d]pyrimidin-2-one CN1C(N(CC=2C1=NC(=NC2)NC2=CC=C(C=C2)N2CCN(CC2)C)C2CCNC1=C(C=CC=C21)C(F)(F)F)=O